ClC1=C(C=CC=C1)C1=C(C=NC(=C1)OC)S(=O)(=O)N1CCC(CC1)(C(=O)OCC)F ethyl 1-[[4-(2-chlorophenyl)-6-methoxy-3-pyridyl]sulfonyl]-4-fluoro-piperidine-4-carboxylate